C(#N)C=1C=CC(=C(C=O)C1)OC 5-CYANO-2-METHOXYBENZALDEHYDE